(6-chloro-4-isopropylquinolin-3-yl)methanol ClC=1C=C2C(=C(C=NC2=CC1)CO)C(C)C